Methyl 8-bromo-9-(4-((1-(3,3-difluoropropyl)azetidin-3-yl)methyl)phenyl)-6,7-dihydro-5H-benzo[7]annulene-3-carboxylate BrC=1CCCC2=C(C1C1=CC=C(C=C1)CC1CN(C1)CCC(F)F)C=CC(=C2)C(=O)OC